ClC1=C(C=CC(=C1)[N+](=O)[O-])OCC1=CC=C(C=C1)OC 2-chloro-1-((4-methoxybenzyl)oxy)-4-nitrobenzene